O=C1NC(CCC1N1C(N(C2=C1C=C(C(=C2)N2CCC(CC2)CN2CCN(CC2)C(=O)OC(C)(C)C)F)C)=O)=O Tert-butyl 4-[[1-[1-(2,6-dioxo-3-piperidyl)-6-fluoro-3-methyl-2-oxo-benzimidazol-5-yl]-4-piperidyl]methyl]piperazine-1-carboxylate